FC=1C=C(CNC2=NC(=NC=C2C)NC2=CC3=C(B(OC3)O)C=C2)C=CC1 5-((4-((3-fluorobenzyl)amino)-5-methylpyrimidin-2-yl)amino)benzo[c][1,2]oxaborol-1(3H)-ol